C(C)(C)(C)OC(=O)N1CCC(=CC1)C1=C(C=C(C=C1)NC(=O)C1=CC=C(S1)C=1CCN(CC1)C(=O)OC(C)(C)C)OC tert-butyl 4-(5-((4-(1-(tert-butoxycarbonyl)-1,2,3,6-tetrahydropyridin-4-yl)-3-methoxyphenyl)carbamoyl) thiophen-2-yl)-3,6-dihydropyridine-1(2H)-carboxylate